ClC1=CC=C(C=C1)/C=C/C(=O)OC1=C(C=C(\C=N\C(C(=O)O)C(C)C)C=C1)OC 2-((E)-((E)-4-((E)-3-(4-chlorophenyl)acryloyloxy)-3-methoxybenzylidene)amino)-3-methylbutanoic acid